C1=CC=C(C=C1)COC(=O)N[C@@H](CN)C(=O)O N-alpha-benzyloxycarbonyl-L-2,3-diaminopropionic acid